C(C=1C(O)=CC=C(O)C1)=O gentisaldehyde